methyl (R)-2-((5-((5-fluoro-4-(7-(3-methoxy-2-(4-methylpiperazin-1-yl)propanamido)-1H-indol-3-yl)pyrimidin-2-yl)amino)pyridin-2-yl)oxy)acetate FC=1C(=NC(=NC1)NC=1C=CC(=NC1)OCC(=O)OC)C1=CNC2=C(C=CC=C12)NC([C@@H](COC)N1CCN(CC1)C)=O